CN1C=C(C=C1)C(=O)NC1CCC(CC1)NC1=CC=CC=2N1C=C(N2)C(F)F 1-methyl-N-[(1s,4s)-4-{[2-(difluoromethyl)imidazo[1,2-a]pyridin-5-yl]amino}cyclohexyl]-1H-pyrrole-3-carboxamide